(6-(Piperazin-1-yl)pyridin-2-yl)methanol N1(CCNCC1)C1=CC=CC(=N1)CO